COC=1C(=C2C=CN(C2=C(C1)C)C(=O)OC(C)(C)C)CN1[C@H](C[C@@H](CC1)NC1COC1)C1=CC=C(C=C1)C(=O)OC |r| (±)-tert-butyl 5-methoxy-4-(((trans)-2-(4-(methoxycarbonyl)phenyl)-4-(oxetan-3-ylamino)piperidin-1-yl)methyl)-7-methyl-1H-indole-1-carboxylate